Cl.CC=1C=C(C=CC1C)NC1N(C(=NC(=N1)N)N1CCOCC1)C=1C=C(C=CC1)C N-(3,4-Dimethylphenyl)-6-morpholin-4-yl-N1-m-tolyl-[1,3,5]triazine-2,4-diamine hydrochloride